FC1=CC=C(C=C1)C1=CC(=C(C=C1)CC(C(=O)N)=C)C1=NN(C=C1)CC(C)C (4'-fluoro-3-(1-isobutyl-1H-pyrazol-3-yl)-[1,1'-biphenyl]-4-yl)methylacrylamide